N-(5-amino-2-methylphenyl)-4-(bis(4-methoxybenzyl)amino)imidazo[2,1-f][1,2,4]triazine-7-carboxamide NC=1C=CC(=C(C1)NC(=O)C1=CN=C2C(=NC=NN21)N(CC2=CC=C(C=C2)OC)CC2=CC=C(C=C2)OC)C